OC1CN(CC1)CC1(CCC1)CNC(=O)C1=CC2=C(S1)CCCCCC2 N-[[1-[(3-hydroxypyrrolidin-1-yl)methyl]cyclobutyl]methyl]-4,5,6,7,8,9-hexahydrocycloocta[b]thiophene-2-carboxamide